ClC=1C=C(C=CC1)C=1SC(=C(N1)C)C(C)=O 2-(3-chlorophenyl)-4-methyl-5-acetyl-thiazole